3',4'-difluoro-2-biphenylamine FC=1C=C(C=CC1F)C=1C(=CC=CC1)N